2-chloro-N-methyl-4-(trifluoromethyl)pyridin-3-amine ClC1=NC=CC(=C1NC)C(F)(F)F